(7-amino-2,3,4,5-tetrahydrothieno[2,3-b]oxepin-6-yl)(2,6-difluoro-phenyl)methanone NC1=C(C2=C(OCCCC2)S1)C(=O)C1=C(C=CC=C1F)F